CNC(C[C@H](CC(C)C)NC1=C2N=CN(C2=NC(=N1)N1CC2(CN(C2)C(C=C)=O)CC1)C)=O (3S)-N,5-dimethyl-3-((9-methyl-2-(2-(2-propenoyl)-2,6-diazaspiro[3.4]octan-6-yl)-9H-purin-6-yl)amino)hexanamide